1-(3-(2-(1-methyl-1H-pyrazol-3-yl)-6-(5-(trifluoromethyl)thiophen-2-yl)pyridin-3-yl)pyrrolidin-1-yl)prop-2-en-1-one CN1N=C(C=C1)C1=NC(=CC=C1C1CN(CC1)C(C=C)=O)C=1SC(=CC1)C(F)(F)F